BUTYRATE ((Z)-hex-3-en-1-yl butyrate) C(C\C=C/CC)C(C(=O)O)CC.C(CCC)(=O)O